2-((2-(methacryloyloxy)propyl)dimethylammonio)ethyl 2-methoxyethyl phosphate P(=O)(OCC[N+](C)(C)CC(C)OC(C(=C)C)=O)(OCCOC)[O-]